(N-[4-amino-5-[4-[2-(o-tolylmethylamino)-2-oxo-ethoxy]benzoyl]thiazol-2-yl]-4-fluoro-anilino)propionamide NC=1N=C(SC1C(C1=CC=C(C=C1)OCC(=O)NCC1=C(C=CC=C1)C)=O)N(C1=CC=C(C=C1)F)C(C(=O)N)C